N-(cyclopropylsulfonyl)nicotinamide C1(CC1)S(=O)(=O)NC(C1=CN=CC=C1)=O